C(C)(C)C1=CN=C2N1C=C(N=C2OC)B(O)O (3-isopropyl-8-methoxyimidazo[1,2-a]pyrazin-6-yl)boronic acid